1-ethyl-7-[[(1S)-1-[4-[(1S)-1-(4-prop-2-enoylpiperazin-1-yl)propyl]phenyl]ethyl]amino]-4H-pyrimido[4,5-d][1,3]oxazin-2-one C(C)N1C(OCC2=C1N=C(N=C2)N[C@@H](C)C2=CC=C(C=C2)[C@H](CC)N2CCN(CC2)C(C=C)=O)=O